2-methylpyrido[3,4-D]pyrimidin-4(1H)-one CC1=NC(C2=C(N1)C=NC=C2)=O